(3R)-3-{[7-(dimethylamino)-2-(1-methyl-1H-pyrazol-4-yl)[1,2,4]triazolo[1,5-c]quinazolin-5-yl]amino}azepan-2-one CN(C1=CC=CC=2C=3N(C(=NC12)N[C@H]1C(NCCCC1)=O)N=C(N3)C=3C=NN(C3)C)C